CN1N=CC(=C1C1=NC=C(C(=C1)OC1CN(C1)C(=O)N1N=CCC1C1=CC(=CC(=C1)C)F)F)C (3-((2-(1,4-dimethyl-1H-pyrazol-5-yl)-5-fluoropyridin-4-yl)oxy)azetidin-1-yl)(5-(3-fluoro-5-methylphenyl)-4,5-dihydro-1H-pyrazol-1-yl)methanone